C1(=CC=CC=C1)C1(C2=CC=CC=C2C=2C=CC=CC12)NC(C(=O)[O-])CC(=O)[O-] (9-phenyl-9H-fluoren-9-yl)aminosuccinate